(5-(3,5-Difluorophenyl)-4,5-dihydro-1H-pyrazol-1-yl)(3-((4-fluoro-2H-indazol-2-yl)methyl)bicyclo[1.1.1]pentan-1-yl)methanone FC=1C=C(C=C(C1)F)C1CC=NN1C(=O)C12CC(C1)(C2)CN2N=C1C=CC=C(C1=C2)F